5-amino-3-cyano-1-(2,6-dichloro-4-trifluoromethyl-phenyl)pyrazole NC1=CC(=NN1C1=C(C=C(C=C1Cl)C(F)(F)F)Cl)C#N